2-[(2-(dimethylamino)ethyl)methylamino]ethanol CN(CCN(CCO)C)C